C(CCC=CCCC=CCCC=O)=O dodecan-4,8-diendialdehyde